2-amino-5-(5-chloro-2-fluorophenyl)-4-oxo-4,5-dihydrofuran-3-yl-5-d phenylmethanesulfonate C1(=CC=CC=C1)CS(=O)(=O)OC1=C(OC(C1=O)([2H])C1=C(C=CC(=C1)Cl)F)N